4,4-difluoro-N-(2-(9-methoxy-3,4-dihydropyrazino[1,2-a]indol-2(1H)-yl)ethyl)cyclohexane-1-carboxamide FC1(CCC(CC1)C(=O)NCCN1CC=2N(C=3C=CC=C(C3C2)OC)CC1)F